((1H-benzo[d]imidazol-2-yl)methyl)-4-methylaniline N1C(=NC2=C1C=CC=C2)CNC2=CC=C(C=C2)C